ClC=1NC(C2=C(N1)N(N=C2)C2OCCCC2)=O 6-chloro-1-(tetrahydro-2H-pyran-2-yl)-1H-pyrazolo[3,4-d]Pyrimidine-4(5H)-one